4-(((3-Mercapto-5-(2-pyridinyl)-4H-1,2,4-triazol-4-yl)imino)methyl)-1,2-benzenediol SC1=NN=C(N1N=CC=1C=C(C(=CC1)O)O)C1=NC=CC=C1